ClC=1C=C(C=CC1)N1N=CC(=C1)C=1SC=C(N1)C(=O)N([C@@H]1CNCC1)CCC 2-[1-(3-chlorophenyl)-1H-pyrazol-4-yl]-N-propyl-N-[(3S)-pyrrolidin-3-yl]-1,3-thiazole-4-carboxamide